1-(2-oxo-2-thiazol-2-yl-ethyl)-6-[3-(trifluoromethyl)phenyl]-3H-imidazo[4,5-b]pyridin-2-one O=C(CN1C(NC2=NC=C(C=C21)C2=CC(=CC=C2)C(F)(F)F)=O)C=2SC=CN2